C(CCCC)(=O)C1=C(C(=O)O)C=CC=C1.C(C)(C)(C)N tert-butylamine 2-(alpha-n-pentanonyl)benzoate